N-(3-(1-(4-fluorobenzyl)-1H-benzo[d]imidazol-2-yl)-1H-pyrazol-5-yl)-4-((1-methylpiperidin-4-yl)amino)benzamide FC1=CC=C(CN2C(=NC3=C2C=CC=C3)C3=NNC(=C3)NC(C3=CC=C(C=C3)NC3CCN(CC3)C)=O)C=C1